NC=1N=CSC1C(=O)C=1C=NC=CC1 4-amino-5-(pyridine-3-carbonyl)thiazol